(S)-1-((7-cyano-2-(3'-(7-(((R)-3-hydroxypyrrolidin-1-yl)methyl)pyrido[3,2-d]pyrimidin-4-ylamino)-2,2'-dimethylbiphenyl-3-yl)benzo[d]oxazol-5-yl)methyl)piperidine-3-carboxylic acid C(#N)C1=CC(=CC=2N=C(OC21)C=2C(=C(C=CC2)C2=C(C(=CC=C2)NC=2C1=C(N=CN2)C=C(C=N1)CN1C[C@@H](CC1)O)C)C)CN1C[C@H](CCC1)C(=O)O